1-(4-(3-chloro-2-(2-fluorophenyl)-7-methyl-8-(2-(2-propanyl)phenyl)-1,6-naphthyridin-5-yl)-1-piperazinyl)-2-propen-1-one ClC=1C(=NC2=C(C(=NC(=C2C1)N1CCN(CC1)C(C=C)=O)C)C1=C(C=CC=C1)C(C)C)C1=C(C=CC=C1)F